4-(2-(5-chloro-2-methoxyphenyl)azepan-1-yl)-6-methylpyrimidin-2-amine ClC=1C=CC(=C(C1)C1N(CCCCC1)C1=NC(=NC(=C1)C)N)OC